((tert-Butoxycarbonyl)amino)-2-ethoxybenzoic acid C(C)(C)(C)OC(=O)NC=1C(=C(C(=O)O)C=CC1)OCC